8-bromo-5-chloro-4-ethyl-2,3-dihydro-1,4-benzoxazine BrC1=CC=C(C=2N(CCOC21)CC)Cl